1-ETHYL-4-OXO-2-AZETIDINECARBOXYLIC ACID C(C)N1C(CC1=O)C(=O)O